1-((1H-Pyrazol-4-yl)methyl)-3-(4-(1-methyl-1H-pyrazolo[3,4-c]pyridin-3-yl)phenyl)urea N1N=CC(=C1)CNC(=O)NC1=CC=C(C=C1)C1=NN(C2=CN=CC=C21)C